N-[4-(3-Cyanophenyl)-5-[2-(difluoromethyl)-6-methyl-4-pyridyl]thiazol-2-yl]-9-methyl-6-oxa-2,9-diazaspiro[4.5]decan-2-carboxamid C(#N)C=1C=C(C=CC1)C=1N=C(SC1C1=CC(=NC(=C1)C)C(F)F)NC(=O)N1CC2(CC1)OCCN(C2)C